C(C)OC(COC1=C(C=C(C(=C1)N1CCN(CC1)CCN1C(SC=2C=3N(C(=NC21)N)N=C(N3)C=3OC=CC3)=O)F)F)=O 2-(5-(4-(2-(5-amino-8-(furan-2-yl)-2-oxothiazolo[5,4-e][1,2,4]triazolo[1,5-c]pyrimidin-3(2H)-yl)ethyl)piperazin-1-yl)-2,4-difluorophenoxy)acetic acid ethyl ester